N-(pyrazolo[1,5-c]quinazolin-2-ylmethyl)-2-(trifluoromethoxy)benzamide C=1C(=NN2C=NC=3C=CC=CC3C21)CNC(C2=C(C=CC=C2)OC(F)(F)F)=O